ClC=1C=C(C=CC1)[C@@](C(=O)N1CCC(CC1)N1CC(C1)NC1=CC=C(C(=O)N(C)C)C=C1)(C(F)(F)F)O (R)-4-((1-(1-(2-(3-chlorophenyl)-3,3,3-trifluoro-2-hydroxypropanoyl)piperidin-4-yl)azetidin-3-yl)amino)-N,N-dimethylbenzamide